NCCC=1C(=C(C(=O)N)C=CC1C(=O)N)CCN Bis(2-aminoethyl)terephthalamide